CC=1N=C(C2=C(N1)N=C(C(=C2)C2=NOC(=N2)C)N2CCCC2)N[C@H](C)C2=CC(=CC(=C2)C(F)(F)F)[N+](=O)[O-] (R)-2-methyl-6-(5-methyl-1,2,4-oxadiazol-3-yl)-N-(1-(3-nitro-5-(trifluoromethyl)phenyl)ethyl)-7-(pyrrolidin-1-yl)pyrido[2,3-d]pyrimidin-4-amine